(8-(5-(((5-fluoro-2,3-dihydrobenzofuran-4-yl)methyl)amino)-[1,2,4]triazolo[4,3-c]pyrimidin-8-yl)-5-methylimidazo[1,2-a]pyridin-3-yl)(morpholino)methanone FC=1C=CC2=C(CCO2)C1CNC1=NC=C(C=2N1C=NN2)C=2C=1N(C(=CC2)C)C(=CN1)C(=O)N1CCOCC1